CC1=C(C=CC=C1C)C=1C2=C(C(N(C1)C)=O)N(C=C2)S(=O)(=O)C2=CC=C(C)C=C2 4-(2,3-Dimethylphenyl)-6-methyl-1-tosyl-1,6-dihydro-7H-pyrrolo[2,3-c]pyridin-7-one